2-(7-((1R,3r,5S)-9-azabicyclo[3.3.1]nonan-3-yl)imidazo[1,2-a]pyrimidin-2-yl)-5-(2H-1,2,3-triazol-2-yl)phenol [C@H]12CC(C[C@H](CCC1)N2)C2=NC=1N(C=C2)C=C(N1)C1=C(C=C(C=C1)N1N=CC=N1)O